7-fluoro-5-{(3R,5R)-5-methyl-1-[2-(1-methyl-piperidin-4-yl)-acetyl]-piperidin-3-yl}-quinoline-8-carbonitrile FC1=CC(=C2C=CC=NC2=C1C#N)[C@@H]1CN(C[C@@H](C1)C)C(CC1CCN(CC1)C)=O